C1(C#CCCCCC1)OCC(=O)ON1C(CCC1=O)=O 2,5-dioxopyrrolidin-1-yl 2-(cyclooct-2-yn-1-yloxy)acetate